tert-butyl (3aR,5s,6aS)-5-(4-methylpiperidin-1-yl)hexahydrocyclopenta[c]pyrrole-2(1H)-carboxylate CC1CCN(CC1)C1C[C@@H]2[C@@H](CN(C2)C(=O)OC(C)(C)C)C1